4-(7-Chloro-1-methyl-2,3-dioxo-2,3-dihydropyrido[2,3-b]pyrazin-4(1H)-yl)-N-ethyl-N-(4-(trifluoromethoxy)phenyl)piperidine-1-carboxamide ClC1=CC2=C(N(C(C(N2C)=O)=O)C2CCN(CC2)C(=O)N(C2=CC=C(C=C2)OC(F)(F)F)CC)N=C1